N-((3R,4S)-4-((6-(2,6-dichloro-3,5-dimethoxyphenyl)-8-(1-(2-methoxyethyl)-1H-pyrazol-4-yl)pyrido[3,4-d]pyrimidin-2-yl)amino)tetrahydrofuran-3-yl)acrylamide ClC1=C(C(=C(C=C1OC)OC)Cl)C1=CC2=C(N=C(N=C2)N[C@H]2[C@H](COC2)NC(C=C)=O)C(=N1)C=1C=NN(C1)CCOC